CNCCN(CC=1N=C(SC1C1=CC=C(C=C1)OC)C1=CC=C(C=C1)OC(F)(F)F)C N,N'-dimethyl-N'-(2-(4-trifluoromethoxyphenyl)-5-(4-methoxyphenyl)thiazol-4-yl-methyl)ethylenediamine